CN1N=C(C=C1)CNC1=C2C(=NC(=C1)N)C=C(S2)C2=CC=NN2 N7-((1-methyl-1H-pyrazol-3-yl)methyl)-2-(1H-pyrazol-5-yl)thieno[3,2-b]pyridine-5,7-diamine